tert-butyl (S)-5-amino-4-(5-(4-(((tert-butoxycarbonyl) (methyl)amino)methyl)pyridin-2-yl)-1-oxoisoindolin-2-yl)-5-oxopentanoate NC([C@H](CCC(=O)OC(C)(C)C)N1C(C2=CC=C(C=C2C1)C1=NC=CC(=C1)CN(C)C(=O)OC(C)(C)C)=O)=O